O=C1N(N=C(C2=CC=CC=C12)C=1C=C(C=CC1)NS(=O)(=O)CC)C1CCOCC1 N-(3-(4-Oxo-3-(tetrahydro-2H-pyran-4-yl)-3,4-dihydrophthalazin-1-yl)phenyl)ethanesulfonamide